2-(6-methoxy-3-nitropyridin-2-yl)-2-methylpropanaldehyde COC1=CC=C(C(=N1)C(C=O)(C)C)[N+](=O)[O-]